CC1(CC(=C(C=C1)[N+](=O)[O-])C)C=1N=CNC1 C1-methyl-4-(3-methyl-4-nitrophenyl)-1H-imidazole